1-benzyl-3,3-dimethyl-5,6-dihydro-1H-pyrrolo[2,3-d]pyridazin-2,4,7(3H)-trione C(C1=CC=CC=C1)N1C(C(C2=C1C(NNC2=O)=O)(C)C)=O